NC=1C=2N(C=CN1)C(=NC2C2=CC=C(C=C2)[C@](C)(O)C2=CC(=CC=C2)C(C)(C)C)[C@H]2CN1C(CC[C@@H]1CC2)=O (6R,8aS)-6-(8-Amino-1-{4-[(1S)-1-(3-tert-butylphenyl)-1-hydroxyethyl]phenyl}imidazo[1,5-a]-pyrazin-3-yl)hexahydroindolizin-3(2H)-on